CO[C@@H]1C[C@@H]2CC(CN2C1)=C (2R,7aS)-2-methoxy-6-methylenetetrahydro-1H-pyrrolizine